methyl 2-phenyl-4-(trifluoromethoxy)benzo[d]oxazole-6-carboxylate C1(=CC=CC=C1)C=1OC2=C(N1)C(=CC(=C2)C(=O)OC)OC(F)(F)F